2-amino-2-(6-chloropyridazin-3-yl)acetonitrile NC(C#N)C=1N=NC(=CC1)Cl